(R)-N-(8-fluoro-6-oxo-1,2,3,4,5,6-hexahydrophenanthridin-1-yl)-N,4-dimethyl-1H-indole-2-carboxamide FC=1C=C2C(NC=3CCC[C@H](C3C2=CC1)N(C(=O)C=1NC2=CC=CC(=C2C1)C)C)=O